diPeroxybrassylic acid C(CCCCCCCCCCCC(=O)OO)(=O)OO